OC(CN1C(NC(C1=O)(C)C)=O)CO 3-(2,3-dihydroxypropyl)-5,5-dimethyl-hydantoin